7-chloro-4-(1H-imidazol-1-yl)-2-phenylquinoline ClC1=CC=C2C(=CC(=NC2=C1)C1=CC=CC=C1)N1C=NC=C1